Methyl-d3 4-methyl-2-(methyl-d3)-4-nitropentanoate CC(CC(C(=O)OC([2H])([2H])[2H])C([2H])([2H])[2H])(C)[N+](=O)[O-]